N-(2-chloro-4-(pentafluoro-λ6-sulfaneyl)phenyl)-2-(5-ethyl-7-oxo-6-(piperazin-1-yl)-2-(2-oxaspiro[3.5]non-6-en-7-yl)-[1,2,4]triazolo[1,5-a]pyrimidin-4(7H)-yl)acetamide ClC1=C(C=CC(=C1)S(F)(F)(F)(F)F)NC(CN1C=2N(C(C(=C1CC)N1CCNCC1)=O)N=C(N2)C2=CCC1(COC1)CC2)=O